S1C=NC2=C1C(=CC=C2)C=2C=CC(=C(C2)NC2=NC=NC1=CC(=C(C=C21)OC2CN(C2)C(C=C)=O)OC)OC 1-(3-((4-((5-(benzo[d]thiazol-7-yl)-2-methoxyphenyl)amino)-7-methoxyquinazolin-6-yl)oxy)azetidine-1-yl)prop-2-en-1-one